(5-(methylthio)isoquinolin-6-yl)boric acid CSC1=C2C=CN=CC2=CC=C1OB(O)O